2,2-dimethylchromene CC1(OC2=CC=CC=C2C=C1)C